2,2'-((((2-(2-oxoimidazolidin-1-yl)ethyl)azanediyl)bis(eth-ane-2,1-diyl))bis(azanediyl))diacetonitrile O=C1N(CCN1)CCN(CCNCC#N)CCNCC#N